tert-Butyl (2S,4R)-4-[tert-butyl(dimethyl)silyl]oxy-2-[5-(4-methoxyphenyl)-4-(trifluoromethyl)-1H-imidazol-2-yl]pyrrolidine-1-carboxylate [Si](C)(C)(C(C)(C)C)O[C@@H]1C[C@H](N(C1)C(=O)OC(C)(C)C)C=1NC(=C(N1)C(F)(F)F)C1=CC=C(C=C1)OC